3-(3-fluorophenyl)-2-methyl-4,5,6,7-tetrahydro-2H-pyrazolo[3,4-c]pyridine FC=1C=C(C=CC1)C=1N(N=C2CNCCC21)C